P(=O)(OC[N+]1=CC(=CC=C1)C=1C=NN(C1)CC=1C=NC(=CC1)OC1=CC=CC=C1)(O)[O-] (3-(1-((6-phenoxypyridin-3-yl)methyl)-1H-pyrazol-4-yl)pyridin-1-ium-1-yl)methyl hydrogen phosphate